tert-butyl 6-(4-((4-(1H-pyrazol-4-yl)phenyl)amino)pyrimidin-2-yl)-1,1-dimethylisoindoline-2-carboxylate N1N=CC(=C1)C1=CC=C(C=C1)NC1=NC(=NC=C1)C1=CC=C2CN(C(C2=C1)(C)C)C(=O)OC(C)(C)C